FC=1C=C(C=CC1)S(=O)(=O)N1CC2=C(C1)CN(C2)C([C@H](C(C)C)C2=CC=CC=C2)=O (2R)-1-[5-(3-fluorobenzenesulfonyl)-1H,2H,3H,4H,5H,6H-pyrrolo[3,4-c]pyrrol-2-yl]-3-methyl-2-phenylbutan-1-one